2-bromo-4-fluoro-2,3-dihydro-1H-inden-1-ol BrC1C(C2=CC=CC(=C2C1)F)O